C(=CC)N1NC2=NC(NN=C2C1=O)S(=O)(=O)C 6-propenyl-3-(methylsulfonyl)-5,6-dihydro-3H-pyrazolo[3,4-e][1,2,4]Triazin-7-one